C(C=C)(=O)N1CC(C1)CN1C(C=NC2=CC(=C(C=C12)F)C1=CC(=CC2=CC=CC=C12)O)=O 1-((1-propenoylazetidin-3-yl)methyl)-7-fluoro-6-(3-hydroxynaphthalen-1-yl)quinoxalin-2(1H)-one